S(N)(=O)(=O)C1=C(C=CC=C1)CC(=O)O 2-(2-sulfamoylphenyl)acetic acid